CS(=O)(=O)N1N=CC(=C1)B(O)O (1-(methylsulfonyl)-4-pyrazolyl)boronic acid